COC=1C=C(C=CC1)C(CC=O)=O 3-(3-methoxyphenyl)-3-oxopropanal